FC[C@H](CN(CC[C@@H](C(=O)O)NC(CC1=C(C=CC=C1OC)F)=O)CCCCC1=NC=2NCCCC2C=C1)OC (S)-4-(((S)-3-fluoro-2-methoxypropyl)(4-(5,6,7,8-tetrahydro-1,8-naphthyridin-2-yl)butyl)amino)-2-(2-(2-fluoro-6-methoxyphenyl)acetamido)butanoic acid